1-(6-(4,4-difluorocyclohexyl)pyridin-3-yl)-3-(5-(3,3,3-trifluoropropoxy)-1H-pyrrolo[3,2-b]pyridin-3-yl)urea FC1(CCC(CC1)C1=CC=C(C=N1)NC(=O)NC1=CNC=2C1=NC(=CC2)OCCC(F)(F)F)F